3-[2,6-dimethyl-4-(4-methyl-6-oxo-4,5-dihydro-1H-pyridazin-3-yl)phenoxy]-2,2-dimethylMethylpropanoic acid methyl ester COC(C(C(OC1=C(C=C(C=C1C)C1=NNC(CC1C)=O)C)C)(C)C)=O